2-methyl-N-(1-methylpiperidin-4-yl)-5-((3-(trifluoromethyl)benzyl)oxy)benzofuran-3-carboxamide CC=1OC2=C(C1C(=O)NC1CCN(CC1)C)C=C(C=C2)OCC2=CC(=CC=C2)C(F)(F)F